NC1=C(C=CC=C1)N1N=CC=CC=C1 2-(2-aminophenyl)diazepin